C(C)(C)(C)OC(=O)N1OCC[C@H]1C=1C=NC=C(C1)C#N (3S)-3-(5-cyano-3-pyridinyl)isoxazolidine-2-carboxylic acid tert-butyl ester